FC1(CC=C(CC1)C=1C(=NN2C1NC(=C(C2=O)C=2C=C1C=CC=NC1=CC2)C)C2=CC=CC=C2)F 3-(4,4-Difluorocyclohex-1-en-1-yl)-5-methyl-2-phenyl-6-(quinolin-6-yl)pyrazolo[1,5-a]pyrimidin-7(4H)-one